FC(OC1=CC=C(C=N1)C=1C(N(C=C2C=CC(=NC12)OCC)C=1C=C2C=CC=NC2=CC1)=O)F 8-(6-(difluoromethoxy)pyridin-3-yl)-2-ethoxy-6-(quinolin-6-yl)-1,6-naphthyridin-7(6H)-one